BrC1=NC=C(C(=C1)C(=O)NC1=CC=C(C=C1)C(NC)=O)F 2-bromo-5-fluoro-N-[4-(methylcarbamoyl)phenyl]pyridine-4-carboxamide